2-methylbenzoic acid propyl ester C(CC)OC(C1=C(C=CC=C1)C)=O